BrC1=C(C(=CC(=C1)C(C(F)(F)F)(C(F)(F)F)F)OC(F)(F)F)N1N=CC(=C1)C=1C=C(C(=NC1)Cl)C(=O)NC1CC1 5-[1-[2-bromo-4-[1,2,2,2-tetrafluoro-1-(trifluoromethyl)ethyl]-6-(trifluoro-methoxy)phenyl]pyrazol-4-yl]-2-chloro-N-cyclopropyl-pyridine-3-carboxamide